2-(cyclopentylmethyl)decanoic acid C1(CCCC1)CC(C(=O)O)CCCCCCCC